tert-Butyl (5-((2-chloropyridin-4-yl)oxy)-4-phenylthiazol-2-yl)carbamate ClC1=NC=CC(=C1)OC1=C(N=C(S1)NC(OC(C)(C)C)=O)C1=CC=CC=C1